2-oxo-N-(4-(piperazin-1-yl)phenyl)-1,2-dihydropyridine-3-carboxamide O=C1NC=CC=C1C(=O)NC1=CC=C(C=C1)N1CCNCC1